(2R,4S)-2-amino-4-hydroxypentanoic acid N[C@@H](C(=O)O)C[C@H](C)O